ethyl 2-((2-((3-fluoro-2,4-dimethoxyphenyl) amino)-2-oxoethyl) thio)-1H-imidazole-4-carboxylate FC=1C(=C(C=CC1OC)NC(CSC=1NC=C(N1)C(=O)OCC)=O)OC